(S)-3-((4-((1R,6R)-7,7-difluoro-3-azabicyclo[4.1.0]heptan-6-yl)-2-methylphenyl)amino)piperidine-2,6-dione FC1([C@@]2(CCNC[C@H]12)C1=CC(=C(C=C1)N[C@@H]1C(NC(CC1)=O)=O)C)F